1-methyl pseudouridine-5'-triphosphate P(O)(=O)(OP(=O)(O)OP(=O)(O)O)OC[C@@H]1[C@H]([C@H]([C@@H](O1)C1=CN(C(=O)NC1=O)C)O)O